C(C1=CC=CC=C1)(=O)NC=1C=2N=CN([C@H]3C[C@H](O)[C@@H](COC(C4=CC=CC=C4)(C4=CC=CC=C4)C4=CC=CC=C4)O3)C2N=CN1 N6-benzoyl-5'-O-trityl-2'-deoxyadenosine